1,3,6,8-tetrabromo-9H-carbazole BrC1=CC(=CC=2C3=CC(=CC(=C3NC12)Br)Br)Br